CC1=C2COC(C2=CC=C1[C@H]1NCCN(C1)CC=1C=NC(=CC1)N1C=NC(=C1)C)=O (R)-4-methyl-5-(4-((6-(4-methyl-1H-imidazol-1-yl)pyridin-3-yl)methyl)piperazin-2-yl)isobenzofuran-1(3H)-one